6-(2,3-dichloro-6-methoxyphenyl)-4-ethoxy-6,7-dihydro-5H-cyclopentapyrimidine ClC1=C(C(=CC=C1Cl)OC)C1CC2=C(C(=NC=N2)OCC)C1